ethyl methyl((3-(4,4,5,5-tetramethyl-1,3,2-dioxaborolan-2-yl)phenoxy)methyl)phosphinate CP(OCC)(=O)COC1=CC(=CC=C1)B1OC(C(O1)(C)C)(C)C